2-(2-(5-nitrofuran-2-yl)vinyl)quinoxaline [N+](=O)([O-])C1=CC=C(O1)C=CC1=NC2=CC=CC=C2N=C1